FC1(CC(CC1)C(C(=O)NC1=CC(=NO1)C)C1=CC=C(C=C1)C=1N=NN(N1)C)F 2-(3,3-Difluorocyclopentyl)-2-(4-(2-methyl-2H-tetrazol-5-yl)phenyl)-N-(3-methylisoxazol-5-yl)acetamid